4-(4-fluoro-2-isocyanato-3-methyl-phenyl)-2-methoxy-pyridine FC1=C(C(=C(C=C1)C1=CC(=NC=C1)OC)N=C=O)C